(2-bromo-4-chlorophenyl)-5,6,7,8-tetrahydropyrido[1,2-a]purin-10(3H)-one BrC1=C(C=CC(=C1)Cl)C=1NC=2N=C3N(C(C2N1)=O)CCCC3